benzyl-oleic acid C(C1=CC=CC=C1)C(C(=O)O)CCCCCC\C=C/CCCCCCCC